6-(7-((3-hydroxy-4-(hydroxymethyl)-1-piperidinyl)carbonyl)-2-quinoxalinyl)-2-methyl-1(2H)-isoquinolinone OC1CN(CCC1CO)C(=O)C1=CC=C2N=CC(=NC2=C1)C=1C=C2C=CN(C(C2=CC1)=O)C